1-(4-(5-(4-isopropoxyphenyl)thiazol-2-yl)benzyl)azetidine C(C)(C)OC1=CC=C(C=C1)C1=CN=C(S1)C1=CC=C(CN2CCC2)C=C1